CCCCCCCC/C=C\CCCCCCCCCC(=O)OC[C@H](COP(=O)([O-])OCC[N+](C)(C)C)OC(=O)CCCCCCC/C=C\CCCC 1-(11Z-eicosenoyl)-2-(9Z-tetradecenoyl)-glycero-3-phosphocholine